1-cyclopentyl-4-((2-oxo-1,2-dihydroquinolin-3-yl)methyl)piperazine-2,3-dione C1(CCCC1)N1C(C(N(CC1)CC=1C(NC2=CC=CC=C2C1)=O)=O)=O